tert-butyl 2-(2-fluoro-4-(7-((3-(4-fluoropiperidin-1-yl)propyl)carbamoyl)benzo[d]imidazo[2,1-b]thiazol-2-yl)phenyl)pyrrolidine-1-carboxylate FC1=C(C=CC(=C1)C=1N=C2SC3=C(N2C1)C=CC(=C3)C(NCCCN3CCC(CC3)F)=O)C3N(CCC3)C(=O)OC(C)(C)C